C1(CC1)CNC(=O)C=1C=NC=C(C1)C1=CC(=CC(=C1)C)F N-(cyclopropylmethyl)-5-(3-fluoro-5-methylphenyl)pyridine-3-carboxamide